FC1=C(C=CC=C1)[C@H]1CCC=2N1N=C(N2)C(=O)OCC ethyl (5R)-5-(2-fluorophenyl)-6,7-dihydro-5H-pyrrolo[1,2-b][1,2,4]triazole-2-carboxylate